(S)-1-(4-(1-((4-Acetylmorpholin-2-yl)methyl)-6-fluoro-5-methyl-1H-benzo[d]imidazole-2-yl)-3-chloro-5-fluorophenyl)pyrrolidin-2-one C(C)(=O)N1C[C@@H](OCC1)CN1C(=NC2=C1C=C(C(=C2)C)F)C2=C(C=C(C=C2F)N2C(CCC2)=O)Cl